4-({2-chloro-3-[(1-methylcyclopropyl)carbamoyl]phenyl}amino)-3-fluoro-N-[imidazolidin-2-ylidene]-5-(oxolan-2-yl)benzamide ClC1=C(C=CC=C1C(NC1(CC1)C)=O)NC1=C(C=C(C(=O)N=C2NCCN2)C=C1C1OCCC1)F